N-(2-chloro-6-(trifluoromethyl)pyridin-3-yl)-2-iodoacetamide ClC1=NC(=CC=C1NC(CI)=O)C(F)(F)F